(4-bromo-2,5-dimethoxyphenoxy)(tert-butyl)dimethylsilane BrC1=CC(=C(O[Si](C)(C)C(C)(C)C)C=C1OC)OC